4-((2-hydroxyethyl)sulfonamido)-N-(4-morpholino-6-oxo-1,6-dihydropyrimidin-2-yl)-2-(6-azaspiro[2.5]octan-6-yl)benzamide OCCS(=O)(=O)NC1=CC(=C(C(=O)NC=2NC(C=C(N2)N2CCOCC2)=O)C=C1)N1CCC2(CC2)CC1